4-(6-(2,5-difluorophenyl)-6-(1-methyl-2-oxo-1,2-dihydropyridin-3-yl)hexa-1,3-Diyn-1-yl)-1-(4-methoxybenzyl)-1H-pyrazolo[3,4-b]pyridine-5-carboxamide FC1=C(C=C(C=C1)F)C(CC#CC#CC1=C2C(=NC=C1C(=O)N)N(N=C2)CC2=CC=C(C=C2)OC)C=2C(N(C=CC2)C)=O